CC1=C(OC2=NC(=NC(=C2)C2(CC2)C2=CC=CC=C2)N)C=CC=C1 4-(2-methylphenoxy)-6-(1-phenylcyclopropyl)pyrimidin-2-amine